4-(4-cyclopropyl-6-(ethyl-(isopropyl)amino)pyridinamido)-2-methylbenzoic acid C1(CC1)C1=CC(=NC(=C1)N(C(C)C)CC)C(=O)NC1=CC(=C(C(=O)O)C=C1)C